ethyl 4-(4-chlorophenyl)-5-(4-cyanophenyl)-2-fluoro-5-oxopentanoate ClC1=CC=C(C=C1)C(CC(C(=O)OCC)F)C(=O)C1=CC=C(C=C1)C#N